C(C)(C)C1=CC=C(C=C1)C=1N=C2N(C=CC=C2)C1CN1C2CN(C(C1)CC2)C(=O)C2=NC(=CC=C2)OC (+)-(5-{[2-(4-Isopropylphenyl)imidazo[1,2-a]pyridin-3-yl]methyl}-2,5-diazabicyclo[2.2.2]oct-2-yl)(6-methoxypyridin-2-yl)methanone